N[C@@H]1C(N(C2=C(C(C1)(F)F)C=C(C(=C2)C=2OC(=NN2)C(C)(S(=O)(=O)C)C)F)CC2=CC=C(C=C2)N2N=C(N=C2)C(F)(F)F)=O (3S)-3-amino-5,5,7-trifluoro-8-[5-(1-methyl-1-methylsulfonyl-ethyl)-1,3,4-oxadiazol-2-yl]-1-[[4-[3-(trifluoromethyl)-1,2,4-triazol-1-yl]phenyl]methyl]-3,4-dihydro-1-benzazepin-2-one